CC(CO[Si](C)(C)OCC(C#C)(C)C)(C#C)C bis(2,2-dimethyl-3-butynyloxy)dimethylsilane